5-((4-methoxybenzyl)amino)picolinonitrile COC1=CC=C(CNC=2C=CC(=NC2)C#N)C=C1